(S)-6-(2-amino-3-fluoropropyl)-2-(6-chloro-1-(cyclopropylmethyl)-1H-pyrrolo[2,3-b]pyridin-2-yl)-1-methyl-1,6,7,8-tetrahydro-5H-imidazo[4,5-g]isoquinolin-5-one N[C@@H](CN1C(C=2C=C3C(=CC2CC1)N(C(=N3)C3=CC=1C(=NC(=CC1)Cl)N3CC3CC3)C)=O)CF